COC=1C=C(C=CC1OC)C1=C(C=C(C=C1)NC(=O)NC1=CC=C(C=C1)C(F)(F)F)C=1N=NN(N1)C(C1=CC=CC=C1)(C1=CC=CC=C1)C1=CC=CC=C1 1-(3',4'-dimethoxy-2-(2-trityl-2H-tetrazol-5-yl)-[1,1'-biphenyl]-4-yl)-3-(4-(Trifluoromethyl)phenyl)urea